[I-].[In+3].[I-].[I-] Indium iodid